N1N=CC(=C1)\C=C/C=1C(=C2C=NN(C2=CC1Cl)C1OCCCC1)Br (Z)-5-(2-(1H-pyrazol-4-yl)vinyl)-4-bromo-6-chloro-1-(tetrahydro-2H-pyran-2-yl)-1H-indazole